(2R,5S)-tert-butyl 5-methyl-2-(3-(((S)-1-methylpyrrolidin-2-yl)methoxy)phenyl)piperidine-1-carboxylate C[C@H]1CC[C@@H](N(C1)C(=O)OC(C)(C)C)C1=CC(=CC=C1)OC[C@H]1N(CCC1)C